spiro[benzo[d][1,3]dioxol-2,1'-cyclohexane]-4'-one C12(CCC(CC1)=O)OC1=C(O2)C=CC=C1